C(C)(C)(C)C=1C=CC(=CC1O)C 6-Tert-butyl-m-cresol